C1(C=CC(N1C1=CC=C(C=C1)S(=O)(=O)C1=CC=C(C=C1)N1C(C=CC1=O)=O)=O)=O bis(4-maleimidophenyl)sulfone